C(C)OC(=O)C1(CCN(CC1)C(=O)OC(C)(C)C)C(O)C1=C(C=CC=C1)Br 4-((2-bromophenyl)(hydroxy)methyl)piperidine-1,4-dicarboxylic acid 1-tert-butyl ester 4-ethyl ester